[Zn+2].[SH-].[Na+].[SH-].[SH-] Sodium hydrosulfide zinc